C(C)(=O)NC1CCN(CC1)CC1=C(C=C(C=C1)C1=NC=CC(=C1Cl)C=1C(=C(C=CC1)C1=CC=C(C(=N1)OC)CN1CCC(CC1)NC(C)=O)Cl)OC N-(1-((6-(3-(2-(4-((4-Acetamidopiperidin-1-yl)methyl)-3-methoxyphenyl)-3-chloropyridin-4-yl)-2-chlorophenyl)-2-methoxypyridin-3-yl)methyl)piperidin-4-yl)acetamide